CC1=NC(=CC=C1C=1C=2N(C(=NC1)NCC1=C(C=CC3=C1CCO3)F)C=NC2C(F)(F)F)C 8-(2,6-dimethylpyridin-3-yl)-N-((5-fluoro-2,3-dihydrobenzofuran-4-yl)methyl)-1-(trifluoromethyl)imidazo[1,5-c]pyrimidin-5-amine